1-[(4S)-8-chlorochroman-4-yl]-3-[2-(3-methylsulfonylphenyl)thiazol-4-yl]urea ClC=1C=CC=C2[C@H](CCOC12)NC(=O)NC=1N=C(SC1)C1=CC(=CC=C1)S(=O)(=O)C